2-(6-chloro-4-(3-(4-((2R,3S,4R,5R)-2,3,4,5,6-pentahydroxyhexanoyl)piperazin-1-yl)phenyl)quinazolin-2-yl)guanidine ClC=1C=C2C(=NC(=NC2=CC1)N=C(N)N)C1=CC(=CC=C1)N1CCN(CC1)C([C@@H]([C@H]([C@@H]([C@@H](CO)O)O)O)O)=O